[6-(3-cyclopropyl-1,2,4-triazol-1-yl)-2-azaspiro[3.3]heptan-2-yl]-[3-[4-(trifluoromethyl)phenoxy]azetidin-1-yl]methanone C1(CC1)C1=NN(C=N1)C1CC2(CN(C2)C(=O)N2CC(C2)OC2=CC=C(C=C2)C(F)(F)F)C1